ClC=1C(=NC=C(C1)Cl)N1CCC2(CC1)C=1C=CC(=NC1CN(C2)C[C@@H]2NCCC2)C=2C(=NC=CC2)OCC 1'-(3,5-dichloro-2-pyridinyl)-2-(2-ethoxy-3-pyridinyl)-7-[[(2R)-pyrrolidin-2-yl]methyl]spiro[6,8-dihydro-1,7-naphthyridine-5,4'-piperidine]